C(C)(C)(C)OC(=O)N1CCC(CC1)CS(=O)(=O)C 4-((methylsulfonyl)methyl)piperidine-1-carboxylic acid tert-butyl ester